3-((2-(3-Methyl-3H-diazirin-3-yl)ethyl)thio)propanoic acid CC1(N=N1)CCSCCC(=O)O